1-octadecyloxy-2,4-diaminobenzene C(CCCCCCCCCCCCCCCCC)OC1=C(C=C(C=C1)N)N